C(C)(C)(C)OC(NC1=NC=CC(=C1C=O)Cl)=O N-(4-chloro-3-formylpyridin-2-yl)carbamic acid tert-butyl ester